O[C@H]1CCN2C1C(NCC2=O)=O (8S)-8-hydroxyhexahydropyrrolo[1,2-a]pyrazine-1,4-dione